FC1=CC(=C(C=C1)C=1NC2=CC=CC=C2C1)C 2-(4-fluoro-2-methylphenyl)-1H-indole